3-iodo-2-methoxy-4-aminopyridine IC=1C(=NC=CC1N)OC